CC1=C(C(=CC=C1)O)C(C)C isopropyl-m-cresol